N-[2-(5-Methoxy-1H-indol-3-yl)ethyl]-N-methylprop-2-en-1-amine COC=1C=C2C(=CNC2=CC1)CCN(CC=C)C